COC=1C=CC(=NC1)OC1CCC(CC1)C=1N=C(SC1)N 4-((1r,4r)-4-((5-methoxypyridin-2-yl)oxy)cyclohexyl)thiazol-2-amine